(S)-3-((6-(4-chlorophenyl)spiro[2.5]oct-5-en-5-yl)methyl)-1,2,3,4,4a,5-hexahydrobenzo[b]pyrazino[1,2-d][1,4]oxazine-8-carboxylic acid methyl ester COC(=O)C=1C=CC2=C(OC[C@H]3N2CCN(C3)CC=3CC2(CC2)CCC3C3=CC=C(C=C3)Cl)C1